CC1=NC=CC2=C1N(C1=CC(=CC=C21)O)CCCN2CCNCC2 1-methyl-9-(3-(piperazin-1-yl)propyl)-9H-pyrido[3,4-b]indol-7-ol